methyl 3-(9-((4-(((tert-butoxycarbonyl)amino)methyl)-2,6-dimethylphenyl)carbamoyl)-4,5-dihydrobenzo[b]thieno[3,4-d]oxepin-8-yl)-6-(propylcarbamoyl)picolinate C(C)(C)(C)OC(=O)NCC1=CC(=C(C(=C1)C)NC(=O)C1=CC2=C(OCCC=3C2=CSC3)C=C1C=1C(=NC(=CC1)C(NCCC)=O)C(=O)OC)C